1-isopropyl-3-(4-(methylthio)phenyl)-5-methylpyrazol-4-ol C(C)(C)N1N=C(C(=C1C)O)C1=CC=C(C=C1)SC